NC1=C2C(=NC=N1)NN=C2C2=CC=C(C=C2)CC=2C(=C(C(=O)N)C=C(C2)F)OC [[4-(4-amino-1H-pyrazolo[3,4-d]pyrimidin-3-yl)phenyl]methyl]-5-fluoro-2-methoxy-benzamide